2-amino-5-(3-chloro-4-fluorophenyl)-4-oxo-4,5-dihydrofuran-3-yl phenylmethanesulfonate C1(=CC=CC=C1)CS(=O)(=O)OC1=C(OC(C1=O)C1=CC(=C(C=C1)F)Cl)N